FC1=C2C(=CN=C1N1CCN(CC1)CC1(COC1)C)NC(=C2C(C)C)C=2C=C(C=1N(C2)N=CN1)OC 6-(4-fluoro-3-isopropyl-5-(4-((3-methyloxetan-3-yl)methyl)piperazin-1-yl)-1H-pyrrolo[2,3-c]pyridin-2-yl)-8-methoxy-[1,2,4]triazolo[1,5-a]pyridine